(1S,2S)-N-(6-(5-chloro-7-(ethoxymethyl)-6-fluoro-1H-indazol-4-yl)imidazo[1,2-a]pyridin-2-yl)-2-fluorocyclopropane-1-carboxamide ClC=1C(=C2C=NNC2=C(C1F)COCC)C=1C=CC=2N(C1)C=C(N2)NC(=O)[C@H]2[C@H](C2)F